1-[2-fluoro-4-(4-{[(1R)-1-phenylethyl]carbamoyl}-1H-1,2,3-triazol-1-yl)butyl]-N-{[4-(trifluoromethyl)pyridin-2-yl]methyl}-1H-1,2,3-triazole-4-carboxamide FC(CN1N=NC(=C1)C(=O)NCC1=NC=CC(=C1)C(F)(F)F)CCN1N=NC(=C1)C(N[C@H](C)C1=CC=CC=C1)=O